2-chloro-5-fluoroquinoline-8-carbonitrile ClC1=NC2=C(C=CC(=C2C=C1)F)C#N